C(C)C(COC(CC)=O)CC 1-(2-ethylbutoxy)-1-oxopropan